1-(4-(2,2-diethoxyethoxy)phenoxy)-6-methoxy-2-(4-(methylsulfonyl)phenyl)naphthalene Hexyloctyldecylphthalate C(CCCCC)C1=C(C(=C(C(C(=O)O)=C1)C(=O)O)CCCCCCCCCC)CCCCCCCC.C(C)OC(COC1=CC=C(OC2=C(C=CC3=CC(=CC=C23)OC)C2=CC=C(C=C2)S(=O)(=O)C)C=C1)OCC